CC(C)NC(O[C@H]1C[C@H](CC1)C1=CC(=NN1)NC(=O)C1=CN=CN1C)=O (1R,3S)-3-(3-{[(1-methyl-1H-imidazol-5-yl)carbonyl]amino}-1H-pyrazol-5-yl)cyclopentyl propan-2-ylcarbamate